1-(3,5-dimethylpyridin-2-yl)piperazine-hydrochloride Cl.CC=1C(=NC=C(C1)C)N1CCNCC1